6-amino-1-[(3-chlorophenyl)methyl]quinoxalin-2-one NC=1C=C2N=CC(N(C2=CC1)CC1=CC(=CC=C1)Cl)=O